N1=NC=C2N1C=NC=N2 triazolo[1,5-a](1,3,5)triazin